9,10-bis(n-butoxycarbonylpentadecyloxy)anthracene C(CCC)OC(=O)CCCCCCCCCCCCCCCOC=1C2=CC=CC=C2C(=C2C=CC=CC12)OCCCCCCCCCCCCCCCC(=O)OCCCC